L-3'-deoxy-2',3'-didehydro-5-fluorocytidine FC=1C(=NC(N([C@H]2C(O)=C[C@@H](CO)O2)C1)=O)N